C(CCCCCCCCCCCCCCCCCCCCC)N1C=NC=C1 1-behenyl-imidazole